CN(C1=CC(=NC(=N1)C(F)(F)F)N1CCS(C2(C1)CCCCC2)(=O)=O)CC2CN(CCO2)S(=O)(=O)C 4-(6-(methyl((4-(methylsulfonyl)morpholin-2-yl)methyl)amino)-2-(trifluoromethyl)pyrimidin-4-yl)-1-thia-4-azaspiro[5.5]undecane 1,1-dioxide